1,8,10-trioxa-4-azaspiro[5.5]undecane-4-carboxylate O1CCN(CC12COCOC2)C(=O)[O-]